C(C)(C)(C)OC(=O)N1C=CC=2C1=C(N=CC2)C(F)(F)F 7-(trifluoromethyl)-1H-pyrrolo[2,3-c]pyridine-1-carboxylic acid tert-butyl ester